C(C)O[C@@H](C(=O)O)C1=CC(=CC=C1)N |r| (±)-2-ethoxy-2-(3'-aminophenyl)acetic acid